FC=1C=CC(=C(C1)S(=O)(=O)N1C(SCC1=O)C1=CC=C(C=C1)F)C 3-[(5-Fluoro-2-methylphenyl)sulfonyl]-2-(4-fluorophenyl)-1,3-thiazolidin-4-one